BrC1=CN=C2N1N=C(C=C2)N2CCN(CC2)C 3-Bromo-6-(4-methylpiperazin-1-yl)imidazo[1,2-b]pyridazine